C(#N)C1=C(C=CC(=C1)F)[C@H]([C@H](C)C=1N(C(C(=C(N1)C(=O)NC=1C=NOC1)O)=O)C)C=1C=NN(C1)C 2-((1s,2s)-1-(2-cyano-4-fluorophenyl)-1-(1-methyl-1H-pyrazol-4-yl)propan-2-yl)-5-hydroxy-N-(isoxazol-4-yl)-1-methyl-6-oxo-1,6-dihydropyrimidine-4-carboxamide